1-((cis)-4-(2-((tert-butyldiphenylsilyl)oxy)ethyl)cyclohexyl)-1H-pyrazol-4-amine [Si](C1=CC=CC=C1)(C1=CC=CC=C1)(C(C)(C)C)OCC[C@H]1CC[C@H](CC1)N1N=CC(=C1)N